C[C@@H]1N(C2=CC=CC=C2[C@@H](C1)NC1=CC=C(C=C1)NC(CCSC1=CC=C(C=C1)N[C@@H]1C[C@@H](N(C2=CC=CC=C12)C(CC)=O)C)=O)C(CC)=O |o1:1,9| N-(4-{[(2S*,4R*)-2-methyl-1-propionyl-1,2,3,4-tetrahydroquinolin-4-yl]Amino}phenyl)-3-[(4-{[(2S,4R)-2-methyl-1-propionyl-1,2,3,4-tetrahydroquinolin-4-yl]Amino}phenyl)thio]Propionamide